O=C1NC(CCC1N1C(C2=CC=CC=C2C1=O)=O)=O 2-(2,6-dioxopiperidine-3-yl)-isoindoline-1,3-dione